BrC=1C=C(C=C(C1OC1=CNC(C(=C1)C(C)C)=O)Br)N1N=C(C(NC1=O)=O)C#N 2-(3,5-dibromo-4-((5-isopropyl-6-oxo-1,6-dihydropyridin-3-yl)oxy)phenyl)-3,5-dioxo-2,3,4,5-tetrahydro-1,2,4-triazine-6-carbonitrile